Cl.BrC=1C=C(CN2CCNCC2)C=CC1F 1-(3-bromo-4-fluorobenzyl)piperazine hydrochloride